selenyldihydrophenylfuran [SeH]C1=C(OC=C1)C1CC=CC=C1